hexanedioic acid, dioctyl ester C(CCCCC(=O)OCCCCCCCC)(=O)OCCCCCCCC